NC=1C(=CC2=CC3=C(O[C@@](O3)(C3=CC=CC=C3)C)C=C2C1)C(C)(C)O (R)-2-(7-amino-2-methyl-2-phenyl-naphtho[2,3-d][1,3]dioxolan-6-yl)propan-2-ol